5-bromo-3-(ethylsulfanyl)-N-[3-(methylamino)-6-[(trifluoromethyl)sulfanyl]pyridazin-4-yl]pyridine-2-carboxamide BrC=1C=C(C(=NC1)C(=O)NC1=C(N=NC(=C1)SC(F)(F)F)NC)SCC